6-AMINOPYRIDINE-2-BORONIC ACID NC1=CC=CC(=N1)B(O)O